ClC1=NC=C(C(=C1)N1C[C@H](C[C@@H](C1)C)NC(OC(C)(C)C)=O)C=1C=NN(C1)C(F)F tert-butyl ((3S,5S)-1-(2-chloro-5-(1-(difluoromethyl)-1H-pyrazol-4-yl)pyridin-4-yl)-5-methylpiperidin-3-yl)carbamate